C=1(C(=CC(=CC1)C(=O)OCCCCCCCC(C)C)C(=O)OCCCCCCCC(C)C)C(=O)OCCCCCCCC(C)C tris(8-methylnonyl) benzene-1,2,4-tricarboxylate